CC1=CC(=C2C=C(NC2=C1)C(=O)O)NC1=CC(=C(C=C1)F)Cl 6-methyl-4-((4-fluoro-3-chlorophenyl)amino)-1H-indole-2-carboxylic acid